ClC1=CC(=C(COC2=CC=CC(=N2)C2CCN(CC2)CC2=NC3=C(N2C)C=C(C=C3O[C@H](CF)C)C(=O)O)C=C1)F |o1:31| rel-(S)-2-((4-(6-((4-Chloro-2-fluorobenzyl)oxy)pyridin-2-yl)piperidin-1-yl)methyl)-4-((1-fluoropropan-2-yl)oxy)-1-methyl-1H-benzo[d]imidazole-6-carboxylic acid